(2R,3S,5R)-5-(6-Amino-2-fluoro-9H-purin-9-yl)-2-ethynyl-2-((((S)-(((S)-1-(heptan-4-yloxy)-1-oxo-3-phenylpropan-2-yl)amino)(phenoxy)phosphoryl)oxy)methyl)tetrahydrofuran-3-yl octanoate C(CCCCCCC)(=O)O[C@@H]1[C@](O[C@H](C1)N1C2=NC(=NC(=C2N=C1)N)F)(CO[P@](=O)(OC1=CC=CC=C1)N[C@H](C(=O)OC(CCC)CCC)CC1=CC=CC=C1)C#C